3-amino-5-methyl-7-imidazolylpropyl-aminopyrazolo[1,5-a]-pyrimidine NC=1C(=NN2C1N=C(C=C2CCCC=2NC=CN2)C)N